1-(3-chlorophenyl)-3-[5-(2-fluorophenyl)-6-(3-fluoro-4-pyridyl)-1,2,4-triazin-3-yl]urea ClC=1C=C(C=CC1)NC(=O)NC=1N=NC(=C(N1)C1=C(C=CC=C1)F)C1=C(C=NC=C1)F